N-(4-(2-(azetidin-1-yl)ethoxy)-3-(3,5-dimethylisoxazol-4-yl)phenyl)-4-fluoro-1-methyl-1H-pyrazole-5-carboxamide N1(CCC1)CCOC1=C(C=C(C=C1)NC(=O)C1=C(C=NN1C)F)C=1C(=NOC1C)C